ClCC1=CC=C(C=C1)CCC=C p-(chloromethyl)-1-buten-4-yl-benzene